CC1=C(C=CC=C1NC(=O)N(C)C)NC(=O)N(C)C 1,1'-(2-methyl-m-phenylene)bis(3,3-dimethylurea)